[Os].NNC(=S)NN Thiocarbohydrazide Osmium